CC1=NC(=C(N=C1)O)Br methyl-6-bromo-5-hydroxypyrazine